6-[[8-(2-chlorophenyl)-7-(4-chlorophenyl)-1-methyl-2,6-dioxopurin-3-yl]methyl]-N,N-bis[(4-methoxyphenyl)methyl]pyridine-3-sulfonamide ClC1=C(C=CC=C1)C1=NC=2N(C(N(C(C2N1C1=CC=C(C=C1)Cl)=O)C)=O)CC1=CC=C(C=N1)S(=O)(=O)N(CC1=CC=C(C=C1)OC)CC1=CC=C(C=C1)OC